(1-((2,2-diethoxyethyl)(2-methylbutyl)amino)-3-hydroxy-1-oxopropan-2-yl)carbamate C(C)OC(CN(C(C(CO)NC([O-])=O)=O)CC(CC)C)OCC